C(\C=C/CCCCCC)OC(CCCNC(C(CCC(NCCCCCCCCCCCCCC)=O)NC(CCC(=O)NCCCN(CCO)CCO)=O)=O)=O.BrCC(=O)C=1SC=CC1 2-bromo-1-(thien-2-yl)ethan-1-one [(Z)-non-2-enyl]-4-[[2-[[4-[3-[bis(2-hydroxyethyl)amino]propylamino]-4-oxo-butanoyl]amino]-5-oxo-5-(tetradecylamino)pentanoyl]amino]butanoate